FC(CC(C(=O)NC1=NC=CC(=C1)C1=C(C=2C(NC=CC2N1)=O)C1=CC=CC=C1)C1=CC=C(C=C1)F)F (+)-4,4-difluoro-2-(4-fluorophenyl)-N-[4-(4-oxo-3-phenyl-4,5-dihydro-1H-pyrrolo[3,2-c]pyridin-2-yl)pyridin-2-yl]butanamide